C(C)OC(C1=CC(=NC(=C1)C1=NC2=NC=CC=C2C=C1)C1=NC2=NC=CC=C2C=C1)=O 2,6-di(1,8-naphthyridin-2-yl)isonicotinic acid ethyl ester